4-((R)-1-(5-fluoropyridin-2-yl)ethoxy)-6-(1-((1S,2S)-2-hydroxycyclohexyl)-5-methyl-1H-pyrazol-4-yl)pyrazolo[1,5-a]pyridine-3-carbonitrile FC=1C=CC(=NC1)[C@@H](C)OC=1C=2N(C=C(C1)C=1C=NN(C1C)[C@@H]1[C@H](CCCC1)O)N=CC2C#N